N-(4-fluoro-3-((2-((1-methyl-1H-pyrazol-3-yl)amino)-5-(4-(trifluoromethyl)phenyl)pyrimidin-4-yl)amino)phenyl)acrylamide trifluoroacetate FC(C(=O)O)(F)F.FC1=C(C=C(C=C1)NC(C=C)=O)NC1=NC(=NC=C1C1=CC=C(C=C1)C(F)(F)F)NC1=NN(C=C1)C